(1-cyclopropylpyrrolidin-3-yl)methanamine C1(CC1)N1CC(CC1)CN